C(CCCCCCCCCCCCCCCC)(=O)OCCCCCCCC\C=C/CCCCCCCC oleyl margarate